tert-Butyl (R)-4-(2-(1-amino-5-(tert-butoxy)-1,5-dioxopentan-2-yl)-1-oxoisoindolin-5-yl)piperazine-1-carboxylate glycidyl-methacrylate C(C1CO1)OC(C(=C)C)=O.NC([C@@H](CCC(=O)OC(C)(C)C)N1C(C2=CC=C(C=C2C1)N1CCN(CC1)C(=O)OC(C)(C)C)=O)=O